3-((7-(6-(2-hydroxypropan-2-yl)pyridin-3-yl)-2-oxo-3,4-dihydropyrazino[2,3-b]pyrazin-1(2H)-yl)methyl)benzonitrile OC(C)(C)C1=CC=C(C=N1)C1=CN=C2C(=N1)N(C(CN2)=O)CC=2C=C(C#N)C=CC2